2-Chloro-4-(4,4,5,5-tetramethyl-1,3,2-dioxaborolan-2-yl)nicotinonitrile ClC1=C(C#N)C(=CC=N1)B1OC(C(O1)(C)C)(C)C